FC1=C2C(C(=O)OC2=O)=C(C=C1)F 3,6-difluorophthalic anhydride